3,3-bis[1,1-bis(4-pyrrolidinophenyl)ethen-2-yl]-4,5,6,7-tetrabromophthalide N1(CCCC1)C1=CC=C(C=C1)C(=CC1(OC(=O)C2=C(C(=C(C(=C12)Br)Br)Br)Br)C=C(C1=CC=C(C=C1)N1CCCC1)C1=CC=C(C=C1)N1CCCC1)C1=CC=C(C=C1)N1CCCC1